C(O)(O)=O.FC(C=C)(F)F 1-(trifluoromethyl) ethylene carbonate